3'-(9H-carbazol-9-yl)biphenyl-3,5-dimethanonitrile C1=CC=CC=2C3=CC=CC=C3N(C12)C=1C=C(C=CC1)C1=CC(=CC(=C1)C#N)C#N